rac-(R,Z)-4-(2-fluoroethoxy)-2-(2-(1-hydroxycyclooct-4-en-1-yl)ethyl)isoindolin-1-one FCCOC1=C2CN(C(C2=CC=C1)=O)CC[C@@]1(CC\C=C/CCC1)O |r|